BrC(C)C1=CC(=CN2C1=NC(=CC2=O)N2CCOCC2)C(=O)OC methyl 9-(1-bromoethyl)-2-morpholino-4-oxo-4H-pyrido[1,2-a]pyrimidine-7-carboxylate